(R)-N4-(1-(3-(difluoromethyl)-2-fluorophenyl)ethyl)-7-methoxy-2-methyl-N6-(pyridin-2-yl)quinazoline-4,6-diamine FC(C=1C(=C(C=CC1)[C@@H](C)NC1=NC(=NC2=CC(=C(C=C12)NC1=NC=CC=C1)OC)C)F)F